CC=1C=C(N)C=CC1CN1CC=2N(CC1)N=CN2 3-methyl-4-{5H,6H,8H-[1,2,4]triazolo[1,5-a]pyrazin-7-ylmethyl}aniline